C(C)C=1C(=C2C=NNC2=C(C1F)C(C)C)C=1N=CC=2N(C1)C=C(N2)NC(=O)C2C(C2)F N-(6-(5-ethyl-6-fluoro-7-isopropyl-1H-indazol-4-yl)imidazo[1,2-a]pyrazin-2-yl)-2-fluorocyclopropane-1-carboxamide